N1=CN=C2NC=NC2=C1C=1C(=NC=CC1)NC=1C=C(C=CC1C)NC(=O)C12OCC(C1)(C2)C(F)(F)F N-(3-((3-(9H-purin-6-yl)pyridin-2-yl)amino)-4-methylphenyl)-4-(trifluoromethyl)-2-oxabicyclo[2.1.1]hexane-1-carboxamide